C(C)(=O)N1CCC(CC1)(F)CN1N=CC(=C1C(=O)NC1=NC=C(C=C1C)C#CC1=CC=CC=C1)Cl 1-((1-acetyl-4-fluoropiperidin-4-yl)methyl)-4-chloro-N-(3-methyl-5-(phenylethynyl)pyridin-2-yl)-1H-pyrazole-5-carboxamide